bromo-2-butyl-3-ethylpyrido[2,3-d]pyrimidin-4(3H)-one BrC1=CC=NC=2N=C(N(C(C21)=O)CC)CCCC